(Z)-(4-((2-aminomethyl-3-fluoroallyl)oxy)phenyl)-(4-phenylpiperidin-1-yl)methanone trifluoroacetate FC(C(=O)O)(F)F.NC/C(/COC1=CC=C(C=C1)C(=O)N1CCC(CC1)C1=CC=CC=C1)=C/F